C(CCC)C1=C(C=C(C=C1)CCCC)S(=O)(=O)O 2,5-dibutylbenzenesulfonic acid